C(C)(SCN1C(=NC=C1)[N+](=O)[O-])=O S-[(2-nitro-1H-imidazol-1-yl)methyl] ethanethioate